4-fluoro-N-(p-tolyl)benzamide FC1=CC=C(C(=O)NC2=CC=C(C=C2)C)C=C1